(E)-N-(3-(N,N-dimethylsulfamoyl)phenyl)-2-(hydroxyimino)-3-oxobutanamide CN(S(=O)(=O)C=1C=C(C=CC1)NC(/C(/C(C)=O)=N/O)=O)C